N-para-toluenesulfonyl-8-methoxy-5,6-dihydro-benzo[b]carbazol-11-one CC1=CC=C(C=C1)S(=O)(=O)N1C2=CC=CC=C2C=2C(C3=C(CC12)C=C(C=C3)OC)=O